Cis-racemic-benzyl 5-{[7-(ethylcarbamoyl)-5-{[2-(trimethylsilyl)ethoxy]methyl}-5H-pyrrolo[2,3-b]pyrazin-2-yl]amino}-2-methylpiperidine-1-carboxylate C(C)NC(=O)C1=CN(C2=NC=C(N=C21)N[C@@H]2CC[C@@H](N(C2)C(=O)OCC2=CC=CC=C2)C)COCC[Si](C)(C)C |r|